FC1=C(C=CC(=C1NC1=NC=NC2=CC(=C(C=C12)OC1CCN(CC1)C(C=C)=O)OC)OC)C1=CC=C(C=C1)F 1-(4-((4-((2,4'-difluoro-4-methoxy-[1,1'-biphenyl]-3-yl)amino)-7-methoxy-quinazolin-6-yl)oxy)piperidin-1-yl)prop-2-en-1-one